difluoro-1,2-dibromoethane FC(C(Br)F)Br